4-methyltrityl-chloromethane CC1=CC=C(C(C2=CC=CC=C2)(C2=CC=CC=C2)CCl)C=C1